ClC1=C(C=CC=C1OC)N1CC2=C(C=3C=C(C=NC13)C)N=C(N=C2)N[C@@H]2COCC[C@@H]2NC(C=C)=O N-((3S,4S)-3-((6-(2-chloro-3-methoxyphenyl)-9-methyl-5,6-dihydropyrimido[5,4-c][1,8]naphthyridin-2-yl)amino)tetrahydro-2H-pyran-4-yl)acrylamide